(E)-4-(dimethylamino)-N-[1-[2-[(1,5-dimethylpyrazol-4-yl)amino]-5-fluoro-pyrimidin-4-yl]-3-methyl-pyrrolo[2,3-b]pyridin-5-yl]but-2-enamide CN(C/C=C/C(=O)NC=1C=C2C(=NC1)N(C=C2C)C2=NC(=NC=C2F)NC=2C=NN(C2C)C)C